BrC1=C2CC(N(C2=CC=C1C)CCF)=O 4-Bromo-1-(2-fluoroethyl)-5-methylindolin-2-one